C(C)O[Si](C(C(=O)OCCCCCCCC)C)(OCC)OCC octyl α-triethoxysilylpropionate